{2'-[6-amino-5-(trifluoromethyl)pyridin-3-yl]-5',6'-dihydrospiro[pyrrolidine-3,4'-pyrrolo[1,2-b]pyrazol]-1-yl}(3-phenyloxetan-3-yl)methanone NC1=C(C=C(C=N1)C=1C=C2N(N1)CCC21CN(CC1)C(=O)C1(COC1)C1=CC=CC=C1)C(F)(F)F